C(C)(C)(CC)C1=C(OCCCC(=O)O)C=CC(=C1)C(C)(C)CC 4-(2,4-di-tert-pentylphenoxy)butyric acid